Methyl 5-nitro-2H-indazole-6-carboxylate [N+](=O)([O-])C1=CC2=CNN=C2C=C1C(=O)OC